N-benzyl-N,N-dimethylhexadecyl-ammonium tris-(3-chloro-4-methylphenyl)hexyl-borate ClC=1C=C(C=CC1C)C(CCCCCOB([O-])[O-])(C1=CC(=C(C=C1)C)Cl)C1=CC(=C(C=C1)C)Cl.C(C1=CC=CC=C1)[N+](C)(C)CCCCCCCCCCCCCCCC.C(C1=CC=CC=C1)[N+](C)(C)CCCCCCCCCCCCCCCC